3-oxa-9λ5,23-diazaheptacyclo[17.7.1.15,9.02,17.04,15.023,27.013,28]octacosa-1(27),2(17),4,9,13,15,18-heptaen-9-ylium C1=2C=3OC4=C5CCC[N+]6=CCCC(=CC4=CC3C=C3CCCN(CCC1)C23)C65